(S)-1-(2-aminoacetyl)-pyrrolidine-2-carbonitrile TFA salt OC(=O)C(F)(F)F.NCC(=O)N1[C@@H](CCC1)C#N